lysine tert-butyl ester hydrochloride Cl.C(C)(C)(C)OC([C@@H](N)CCCCN)=O